t-butyl 4-(3-aminophenyl)piperazine-1-carboxylate NC=1C=C(C=CC1)N1CCN(CC1)C(=O)OC(C)(C)C